CN1C=CC=2C1=CN=C(C2)N(C(C2=CC=C(C=C2)NC2=CC=NC=C2)=O)[C@H]2CNCCC2 (R)-N-(1-methyl-1H-pyrrolo[2,3-c]pyridin-5-yl)-N-(piperidin-3-yl)-4-(pyridin-4-ylamino)benzamide